tert-butyl (Z)-2-(1-amino-2-ethoxy-2-oxoethylidene)hydrazine-1-carboxylate N\C(\C(=O)OCC)=N/NC(=O)OC(C)(C)C